3-amino-5-(2-bromo-6-chlorophenyl)thiophene-2-carboxylic acid methyl ester COC(=O)C=1SC(=CC1N)C1=C(C=CC=C1Cl)Br